NC1=C(C(=O)O)C=C(C=C1F)C(F)(F)F 2-amino-3-fluoro-5-(trifluoromethyl)benzoic acid